S1C(=CC=C1)CN(C([C@H](CCCC(=O)N(CC=1SC=CC1)CC=1SC=CC1)NC(OC(C)(C)C)=O)=O)CC=1SC=CC1 tert-butyl {(2S)-1,6-bis[bis(2-thienylmethyl)amino]-1,6-dioxohexan-2-yl}carbamate